The molecule is an (omega-1)-hydroxy fatty acid that is undecanoic acid in which the 10-pro-R hydrogen is replaced by a hydroxy group. It is an (omega-1)-hydroxy fatty acid and a medium-chain fatty acid. CC(CCCCCCCCC(=O)O)O